C1(CCCC1)CN1C(C2=C(C=3C=CC=NC13)CCN(C2)C(=O)OC(C)(C)C)=O tert-butyl 6-cyclopentylmethyl-5-oxo-1,4,5,6-tetrahydropyrido[3,4-c][1,8]naphthyridine-3(2H)-carboxylate